N-(1-cyclobutyl-6-(2-hydroxypropan-2-yl)-1H-benzo[d]imidazol-2-yl)-2-(2,2,3,3-tetrafluorocyclobutyl)acetamide C1(CCC1)N1C(=NC2=C1C=C(C=C2)C(C)(C)O)NC(CC2C(C(C2)(F)F)(F)F)=O